(1s,3s)-3-(6-chloro-9H-purin-9-yl)cyclobutane-1-amine hydrochloride Cl.ClC1=C2N=CN(C2=NC=N1)C1CC(C1)N